4-(4-vinylbenzyloxy)-2-hydroxybenzophenone C(=C)C1=CC=C(COC2=CC(=C(C(=O)C3=CC=CC=C3)C=C2)O)C=C1